1-(4-fluorophenyl)-6-methyl-5-(2-(methylsulfonyl)-5-phenoxyhexahydrocyclopenta[c]pyrrol-3a(1H)-yl)-1H-indazole FC1=CC=C(C=C1)N1N=CC2=CC(=C(C=C12)C)C12C(CN(C1)S(=O)(=O)C)CC(C2)OC2=CC=CC=C2